2,6-dimethoxyguaiacol COC1(C(C(=CC=C1)OC)OC)O